(3S,4R)-1-(4-aminopyrimidin-2-yl)-3-fluoropiperidin-4-ol NC1=NC(=NC=C1)N1C[C@@H]([C@@H](CC1)O)F